5-((4-((4'-chloro-[1,1'-biphenyl]-3-yl)methyl)piperazin-1-yl)methyl)-1-oxoisoindole ClC1=CC=C(C=C1)C1=CC(=CC=C1)CN1CCN(CC1)CC=1C=C2C=NC(C2=CC1)=O